C(#N)C1=CN=C(S1)N[C@H]1CN(C[C@H](C1)F)C1=NC2=C(N1C)C=C(C(=C2)NC(C=C)=O)C |&1:12| N-(2-((3R,SR)-3-((5-Cyanothiazol-2-yl)amino)-5-fluoropiperidin-1-yl)-1,6-dimethyl-1H-benzo[d]imidazol-5-yl)acrylamide